FC1C(C(C(C=C1)([B])F)(F)F)(F)F hexafluorophenyl-boron